The molecule is a dithioketal that is propane-2,2-dithiol in which the hydrogens attached to both sulfur atoms are replaced by 3,5-di-tert-butyl-4-hydroxyphenyl groups. An anticholesteremic drug with antioxidant and anti-inflammatory properties, it is used to treat high levels of cholesterol in blood. It has a role as an anticholesteremic drug, an antioxidant, an anti-inflammatory drug, a cardiovascular drug and an antilipemic drug. It is a dithioketal and a polyphenol. CC(C)(C)C1=CC(=CC(=C1O)C(C)(C)C)SC(C)(C)SC2=CC(=C(C(=C2)C(C)(C)C)O)C(C)(C)C